(4-fluoropiperidin-1-yl)(3-methyl-1-(pyrazin-2-yl)-1H-indol-5-yl)methanone FC1CCN(CC1)C(=O)C=1C=C2C(=CN(C2=CC1)C1=NC=CN=C1)C